COC(CCCCCC)=O.C(CCCCC)(=O)OC methyl caproate methyl-heptanoate